[Si](C)(C)(C(C)(C)C)OCC=1C=CC(=NC1)NC1C(NC(CC1)=O)=O 3-((5-(((tert-butyldimethylsilyl)oxy)methyl)pyridin-2-yl)amino)piperidine-2,6-dione